4-ethyl-6-[(1H-pyrazol-1-yl)methyl]-1,2-benzoxazol-3-amine C(C)C1=CC(=CC2=C1C(=NO2)N)CN2N=CC=C2